NC1=C(C=2[NH2+]C3=CC=CC=C3SC2C=C1)N DIAMINOPHENOTHIAZINIUM